Octane-1-ol hydrochloride Cl.C(CCCCCCC)O